1-(5-(((Tert-butyldiphenylsilyl)oxy)methyl)-1-methyl-1H-pyrazol-3-yl)-N-methyl-methylamine [Si](C1=CC=CC=C1)(C1=CC=CC=C1)(C(C)(C)C)OCC1=CC(=NN1C)CNC